1-(4-(2-chlorobenzyl)-3,4-dihydroquinoxalin-1(2H)-yl)-3-(pyrrolidin-1-yl)propane ClC1=C(CN2CCN(C3=CC=CC=C23)CCCN2CCCC2)C=CC=C1